C1(CCC1)S(=O)(=O)NC=1SC=CN1 2-(cyclobutanesulfonamido)thiazol